(S)-2-((2-ethyl-6-(2-(3-hydroxypyrrolidine-1-carbonyl)pyrimidin-5-yl)imidazo[1,2-a]pyridin-3-yl)(methyl)amino)-4-(4-fluorophenyl)thiazole-5-carbonitrile C(C)C=1N=C2N(C=C(C=C2)C=2C=NC(=NC2)C(=O)N2C[C@H](CC2)O)C1N(C=1SC(=C(N1)C1=CC=C(C=C1)F)C#N)C